N,N-diethylanilinium tetrakis(perfluoronaphthalenyl)borate FC1=C(C2=C(C(=C(C(=C2C(=C1F)F)F)F)F)F)[B-](C1=C(C(=C(C2=C(C(=C(C(=C12)F)F)F)F)F)F)F)(C1=C(C(=C(C2=C(C(=C(C(=C12)F)F)F)F)F)F)F)C1=C(C(=C(C2=C(C(=C(C(=C12)F)F)F)F)F)F)F.C(C)[NH+](C1=CC=CC=C1)CC